COC1=C(C=CC=C1)[C@@](C=1NC2=CC=CC=C2C1C1=CC=CC=C1)(C1=CC=CC=C1)C=1NC=C(C1)C (S)-2-((2-Methoxyphenyl)(4-methyl-1H-pyrrol-2-yl)(phenyl)methyl)-3-phenyl-1H-indole